ClC1=C(C=2N=C(N=C(C2C=N1)N1CCOCC(C1)(O)C)OCC12CCCN2CCC1)F 4-(7-chloro-8-fluoro-2-((hexahydro-1H-pyrrolizin-7a-yl)methoxy)pyrido[4,3-d]pyrimidin-4-yl)-6-methyl-1,4-oxaazepan-6-ol